N1=C2C(=CC(=C1)CN[C@H](C(=O)O)CCC(C)(C)C)CCC2 (2S)-2-[({5H,6H,7H-cyclopenta[b]pyridin-3-yl}methyl)amino]-5,5-dimethylhexanoic acid